phenylsulfonyl-(cyclohexylsulfonyl)diazomethane C1(=CC=CC=C1)S(=O)(=O)C(=[N+]=[N-])S(=O)(=O)C1CCCCC1